C(C)(C)(C)OC(=O)N1[C@@H](CCC1)CNC1=NN=C(C2=CC=CC=C12)Cl (S)-2-(((4-chlorophthalazin-1-yl)amino)methyl)pyrrolidine-1-carboxylic acid tert-butyl ester